methyl 4-[3-[2,6-dichloro-4-[(2R)-2-methyl-3-oxoazetidin-1-yl]benzoyl]-2,4-dihydro-1,3-benzoxazine-8-yl]-5-fluoro-2-(3-oxa-8-azabicyclo[3.2.1]octan-8-yl)benzoate ClC1=C(C(=O)N2COC3=C(C2)C=CC=C3C3=CC(=C(C(=O)OC)C=C3F)N3C2COCC3CC2)C(=CC(=C1)N1[C@@H](C(C1)=O)C)Cl